(1S,3S,4R,6S)-6-Fluoro-2-(1H-indole-2-carbonyl)-N-((S)-1-oxo-3-((S)-2-oxopyrrolidin-3-yl)propan-2-yl)-2-azabicyclo[2.2.1]heptane-3-carboxamide F[C@H]1C[C@@H]2[C@H](N([C@H]1C2)C(=O)C=2NC1=CC=CC=C1C2)C(=O)N[C@H](C=O)C[C@H]2C(NCC2)=O